(2-{[(1S)-1-(3-chlorophenyl)-2-fluoroethyl]amino}-7-methoxy-1,3-benzoxazol-5-yl)[(2S,5S)-5-(2-hydroxyethyl)-methylmorpholin-4-yl]methanone ClC=1C=C(C=CC1)[C@@H](CF)NC=1OC2=C(N1)C=C(C=C2OC)C(=O)N2C(COC[C@@H]2CCO)C